4-amidinophenyl-methanesulfonylfluoride C(N)(=N)C1=CC=C(C=C1)CS(=O)(=O)F